O=C1NC(CCC1C1=CC=C(C=C1)NC(COCCOCCNC(OC(C)(C)C)=O)=O)=O tert-butyl (2-(2-(2-((4-(2,6-dioxopiperidin-3-yl)phenyl)amino)-2-oxoethoxy) ethoxy)ethyl)carbamate